butyl 3-(4-(2-(trifluoromethyl)phenyl)piperidine-1-carbonyl)-4,6-dihydropyrrolo[3,4-c]pyrazole-5(1H)-carboxylate FC(C1=C(C=CC=C1)C1CCN(CC1)C(=O)C=1C2=C(NN1)CN(C2)C(=O)OCCCC)(F)F